3-Dichloroacetyl-1-oxa-3-aza-spiro[4.5]decan ClC(C(=O)N1COC2(C1)CCCCC2)Cl